4-(trifluoromethoxy)benzene-1-carboxamidine hydrochloride Cl.FC(OC1=CC=C(C=C1)C(=N)N)(F)F